ClC=1N=C2C(=C(C(N(C2=CC1)C)=O)C#N)N1CCC(CC1)(O)[C@H](C1CCC(CC1)(F)F)C1=NC=C(C=C1)Cl 6-chloro-4-[4-[(R)-(5-chloro-2-pyridyl)-(4,4-difluorocyclohexyl)methyl]-4-hydroxy-1-piperidyl]-1-methyl-2-oxo-1,5-naphthyridine-3-carbonitrile